Z-1-chloro-2,3,3-trifluoro-1-propene Cl\C=C(\C(F)F)/F